4,6-dimethyl-7-hydroxy-3-nonanone CC(C(CC)=O)CC(C(CC)O)C